n-pentyltriphenyl-phosphonium C(CCCC)[P+](C1=CC=CC=C1)(C1=CC=CC=C1)C1=CC=CC=C1